N-(tert-butyl)-1-(7-chloro-4H-chromeno[3,4-d]thiazol-2-yl)pyrrolidin-3-amine C(C)(C)(C)NC1CN(CC1)C=1SC2=C(N1)COC=1C=C(C=CC12)Cl